N-(4-Chlorobenzyl)-1-methyl-6-((1-(methylsulfonyl)cyclopropyl)methyl)-7-oxo-4,5,6,7-tetrahydro-1H-pyrazolo[3,4-c]pyridine-3-carboxamide ClC1=CC=C(CNC(=O)C2=NN(C=3C(N(CCC32)CC3(CC3)S(=O)(=O)C)=O)C)C=C1